(2R,4R)-6-chloro-4-hydroxy-N-(3-{3-[6-(trifluoromethyl)pyridin-3-yl]-1H-pyrrol-1-yl}bicyclo[1.1.1]pentan-1-yl)-3,4-dihydro-2H-1-benzopyran-2-carboxamide ClC=1C=CC2=C([C@@H](C[C@@H](O2)C(=O)NC23CC(C2)(C3)N3C=C(C=C3)C=3C=NC(=CC3)C(F)(F)F)O)C1